2-amino-3-(3-(3-methyl-2-oxo-2,3-dihydrobenzo[d]oxazol-5-yl)bicyclo[1.1.1]pentan-1-yl)propanoic acid hydrochloride Cl.NC(C(=O)O)CC12CC(C1)(C2)C=2C=CC1=C(N(C(O1)=O)C)C2